NC1=C2C(=C3C(=N1)C=C(S3)C)N(C(=N2)CCCC)CCCCNC(=O)C2CCC(CC2)CO N-[4-(4-amino-2-butyl-7-methyl-thieno[3,2-b]imidazo[4,5-d]pyridin-1-yl)butyl]-4-(hydroxymethyl)cyclohexylcarboxamide